(E)-(4-(((4-((2-(aminomethyl)-3-fluoroallyl)oxy)phenyl)sulfonyl)methyl)bicyclo[2.2.2]octan-1-yl)(3,3-difluoroazetidin-1-yl)methanone NC/C(/COC1=CC=C(C=C1)S(=O)(=O)CC12CCC(CC1)(CC2)C(=O)N2CC(C2)(F)F)=C\F